ClCC1=NC=2C(=NC(=CC2)C(=O)OCC)N1CC1(CC1)CF ethyl 2-(chloromethyl)-3-((1-(fluoromethyl) cyclopropyl) methyl)-3H-imidazo[4,5-b]pyridine-5-carboxylate